(2R,3S,5R)-2-(2,5-difluorophenyl)-5-(2-methylsulfonyl-4,6-dihydropyrrolo[3,4-c]pyrazol-5-yl)oxan-3-amine FC1=C(C=C(C=C1)F)[C@H]1OC[C@@H](C[C@@H]1N)N1CC2=NN(C=C2C1)S(=O)(=O)C